CC1(CC(CC(C1)(C)C)(C)C)N 1,3,3,5,5-pentamethylcyclohexanamine